2-butoxyethyl-methacrylate C(CCC)OCCOC(C(=C)C)=O